OCCN(C(C(C)(C)C)=O)CCO N,N-bis(2-hydroxyethyl)pivalamide